ClC1=C(N=C2N(C1=O)C=C(N=C2C2=C(C=C(C=C2)Cl)F)[C@@H]2C[C@@H](OCC2)C=2C=NN(C2)C)C 3-chloro-9-(4-chloro-2-fluorophenyl)-2-methyl-7-((2R,4S)-2-(1-methyl-1H-pyrazol-4-yl)tetrahydro-2H-pyran-4-yl)-4H-pyrazino[1,2-a]pyrimidin-4-one